C1(CCCCC1)CO[C@@H]([C@@H](COC(F)(F)F)N)C (2r,3r)-3-(cyclohexylmethoxy)-1-(trifluoromethoxy)butan-2-amine